((S)-2,2-dimethylcyclopropyl)(8-(((6-(4-(trifluoromethyl)phenyl)pyridin-2-yl)methoxy)methyl)-2,6-diazaspiro[3.4]octan-2-yl)methanone CC1([C@H](C1)C(=O)N1CC2(C1)CNCC2COCC2=NC(=CC=C2)C2=CC=C(C=C2)C(F)(F)F)C